(4-fluoro-3-toluidino)-2-methyl-1-[6-(4-piperidyloxy)-2-pyridyl]-1,2-dihydro-3H-1,2,5,7-tetraazainden-3-one FC1=C(C=C(C=C1)C)NC1=C2C(N(N(C2=NC=N1)C1=NC(=CC=C1)OC1CCNCC1)C)=O